C(C)C1=NC=CC(=C1)NC(=O)C1=CN=C(S1)N1CCC(CC1)N1C[C@@H](CCC1)C N-(2-ethylpyridin-4-yl)-2-[(3R)-3-methyl[1,4'-bipiperidin]-1'-yl]-1,3-thiazole-5-carboxamide